CN1N=CC(=C1CC1CC12NCCC(C2)C(=O)N)C(F)(F)F ((1-methyl-4-(trifluoromethyl)-1H-pyrazol-5-yl)methyl)-4-azaspiro[2.5]octane-7-carboxamide